1-(5-[(5-chlorothiophen-2-yl)methyl]amino-3-(1-methanesulfonylpyrrolidin-3-yl)-1H-pyrazol-1-yl)-2,2-dimethylpropan-1-one ClC1=CC=C(S1)CNC1=CC(=NN1C(C(C)(C)C)=O)C1CN(CC1)S(=O)(=O)C